2-(3-bromopropyloxy)naphthalene BrCCCOC1=CC2=CC=CC=C2C=C1